(1-aminoethyl)-8-fluoro-1-methyl-2-phenylquinolin-4(1H)-one hydrochloride Cl.NC(C)C1=C(N(C2=C(C=CC=C2C1=O)F)C)C1=CC=CC=C1